5-chloro-N-[4-(4-[[2-(dimethylamino)ethyl]amino]-3-methyl-1-(tetrahydropyran-2-yl)pyrazolo[3,4-d]pyrimidin-6-yl)phenyl]-2-fluorobenzenesulfonamide ClC=1C=CC(=C(C1)S(=O)(=O)NC1=CC=C(C=C1)C1=NC(=C2C(=N1)N(N=C2C)C2OCCCC2)NCCN(C)C)F